tert-Butyl 4-[1-(2,7-dioxoazepan-3-yl)-3-methyl-2-oxobenzimidazol-5-yl]piperidine-1-carboxylate O=C1NC(CCCC1N1C(N(C2=C1C=CC(=C2)C2CCN(CC2)C(=O)OC(C)(C)C)C)=O)=O